CC(C(=O)OCN1C(N(C=2N=CN(C2C1=O)CC1=CC=CC=C1)COC(C(C)(C)C)=O)=O)(C)C (7-benzyl-3-[[(2,2-dimethylpropanoyl)oxy]methyl]-2,6-dioxo-2,3,6,7-tetrahydro-1H-purin-1-yl)methyl 2,2-dimethylpropanoate